N[C@@H]1CN(CC1)C1=C(C=NC(=C1C1=CC(=CC(=C1)F)F)C(F)(F)F)C(=O)NC1CCCCC1 4-[(3S)-3-aminopyrrolidin-1-yl]-N-cyclohexyl-5-(3,5-difluorophenyl)-6-(trifluoromethyl)pyridine-3-carboxamide